[N+](=O)([O-])C1=CC=C(C=C1)C1CC(CC1)(C(=O)O)CCC 3-(4-nitrophenyl)-1-propylcyclopentane-1-carboxylic acid